CC1(C(C2=CC=CC=C2CC1)=O)C 2,2-dimethyl-3,4-dihydronaphthalene-1-one